CC1=CN=CC(=N1)/C=N/O (E)-6-methylpyrazine-2-carbaldehyde oxime